ethyl (S)-3-amino-3-(2',4'-dimethoxybiphenyl-3-yl)propanoate N[C@@H](CC(=O)OCC)C=1C=C(C=CC1)C1=C(C=C(C=C1)OC)OC